6'-(((pyridine-2,6-diylbis(methylene))bis((carboxymethyl)azanediyl))-bis(methylene))dipicolinic acid N1=C(C=CC=C1CN(CC(=O)O)CC=1C(=NC=CC1)C(=O)O)CN(CC(=O)O)CC=1C(=NC=CC1)C(=O)O